(1-methyl-2-(((1R,3R)-2,2,3-trimethylcyclopentyl)methyl)cyclopropyl)methanol CC1(C(C1)C[C@@H]1C([C@@H](CC1)C)(C)C)CO